FC1=CC(=CC=2N(C(=NC21)C)C(C)C)C=2C=CN1N=C(N=CC12)C1(CCC(CC1)NC)N 1-(5-(4-fluoro-1-isopropyl-2-methyl-1H-benzo[d]imidazol-6-yl)pyrrolo[2,1-f][1,2,4]triazin-2-yl)-N4-methylcyclohexane-1,4-diamine